(1-Cyclopropylvinyl)benzene C1(CC1)C(=C)C1=CC=CC=C1